FC1=C(C=C(C=C1)F)C1N(C(CC1)=O)CC(=O)N 2-(2-(2,5-difluorophenyl)-5-oxopyrrolidin-1-yl)acetamide